2-[6-(2-bromophenyl)hex-5-ynyl]isoindoline-1,3-dione BrC1=C(C=CC=C1)C#CCCCCN1C(C2=CC=CC=C2C1=O)=O